2,5-bis(4-diethylaminobenzylidene)cyclopentanone tert-butyl-4-[[2-[[2-(2,6-dioxo-3-piperidyl)-1-oxo-isoindolin-4-yl]amino]acetyl]amino]butanoate C(C)(C)(C)OC(CCCNC(CNC1=C2CN(C(C2=CC=C1)=O)C1C(NC(CC1)=O)=O)=O)=O.C(C)N(C1=CC=C(C=C2C(C(CC2)=CC2=CC=C(C=C2)N(CC)CC)=O)C=C1)CC